11-Methyltridecanoic acid CC(CCCCCCCCCC(=O)O)CC